C(C)N1N=C(C(=C1)C1=C2CCN(C(C2=CC(=C1)C(=O)OC)=O)[C@H]1CCOC2=CC=C(C=C12)OC)C(F)(F)F methyl (S)-5-(1-ethyl-3-(trifluoromethyl)-1H-pyrazol-4-yl)-2-(6-methoxychroman-4-yl)-1-oxo-1,2,3,4-tetrahydroisoquinoline-7-carboxylate